(S)-4-cyclopropyl-N-((5-(4-(5,5-difluoro-2-oxotetrahydropyrimidin-1(2H)-yl)tetrahydro-2H-pyran-4-yl)benzo[d]oxazol-2-yl)(4,4-difluorocyclohexyl)methyl)-1,2,5-oxadiazole-3-carboxamide C1(CC1)C=1C(=NON1)C(=O)N[C@@H](C1CCC(CC1)(F)F)C=1OC2=C(N1)C=C(C=C2)C2(CCOCC2)N2C(NCC(C2)(F)F)=O